isonicotinyl-aspartic acid C(C1=CC=NC=C1)N[C@@H](CC(=O)O)C(=O)O